C12(CNCCNCC(CNCCNC1)(CNCCNC2)N)N 3,6,10,13,16,19-hexaazabicyclo[6.6.6]eicosane-1,8-diamine